C(CCCCCCCCC)C1CCCCCCCC1 n-decyl-cyclononane